5-[(tert-butyldimethylsilyl)oxy]-4-isopropyl-3-methyl-1-(oxan-2-yl)pyrazolo[3,4-b]pyridine [Si](C)(C)(C(C)(C)C)OC=1C(=C2C(=NC1)N(N=C2C)C2OCCCC2)C(C)C